3-(thiophene-2-yl)propylamine S1C(=CC=C1)CCCN